6-(3-fluorophenyl)hex-5-enoic acid methyl ester COC(CCCC=CC1=CC(=CC=C1)F)=O